C(#N)C(C(=O)O)=C(C1=CC=CC=C1)C1=CC=CC=C1 2-cyano-3,3-diphenyl-acrylic acid